ethyl 2-(2-((5-chlorobenzo[b]thiophen-3-yl)methoxy)phenyl)acetate ClC1=CC2=C(SC=C2COC2=C(C=CC=C2)CC(=O)OCC)C=C1